Trifluoromethylindole FC(F)(F)C=1NC2=CC=CC=C2C1